FC1(CCC=2C1=NC(=CC2CNCC(C)(C)C)C(=O)NC2=CC(=CC=C2)C2(CC(C2)C)C2=NN=CN2C)F 7,7-difluoro-N-(3-((1s,3s)-3-methyl-1-(4-methyl-4H-1,2,4-triazol-3-yl)cyclobutyl)phenyl)-4-((neopentylamino)methyl)-6,7-dihydro-5H-cyclopenta[b]pyridine-2-carboxamide